N-[5-tert-butyl-4-(2-chlorophenoxy)-6-(o-tolyl)pyrimidin-2-yl]-1-methyl-pyrazole-4-sulfonamide C(C)(C)(C)C=1C(=NC(=NC1C1=C(C=CC=C1)C)NS(=O)(=O)C=1C=NN(C1)C)OC1=C(C=CC=C1)Cl